BrC1=CC=C(C=C1)NC(NC1=C(C=CC=C1)C=1N=C(NC1C1=CC(=NC=C1)NC(C)=O)SC)=O N-(4-(4-(2-(3-(4-bromophenyl)ureido)phenyl)-2-(methylthio)-1H-imidazol-5-yl)pyridin-2-yl)acetamide